N-(4-(4-(5-(dimethylamino)naphthalene-1-sulfonylamino)phenyl)thiazol-2-yl)acetamide CN(C1=C2C=CC=C(C2=CC=C1)S(=O)(=O)NC1=CC=C(C=C1)C=1N=C(SC1)NC(C)=O)C